(1R,4R)-4-((5-amino-8-(pyrrolidin-1-yl)pyrido[4,3-d]pyrimidin-2-yl)amino)cyclohexan-1-ol NC1=NC=C(C=2N=C(N=CC21)NC2CCC(CC2)O)N2CCCC2